copper-ruthenium-cobalt-palladium-zinc [Zn].[Pd].[Co].[Ru].[Cu]